FC([C@H]1N(C(OC1)=C=O)C=1N=C2N(CCOC3=C2C=C(C(=C3)N[C@H](C(=O)N)C)F)C1)F (S)-2-((2-((S)-4-(difluoromethyl)-2-carbonyloxazolidin-3-yl)-10-fluoro-5,6-dihydrobenzo[f]imidazo[1,2-d][1,4]oxazepin-9-yl)amino)propanamide